C[C@@H]1C2=C(C3=C(C=C(C=C3)O)OC2=O)O[C@]1(C)CCC/C(=C\\C(=O)C=C(C)C)/C The molecule is a furanocoumarin that is 2,3-dihydrofuro[3,2-c]coumarin substituted by a hydroxy group at position 7, methyl groups at positions 2 and 3 (relatively trans configuration) and a 4,8-dimethyl-4(Z),7-nonadien-6-onyl moiety at position 2. Isolated from the roots of Ferula fukanensis, it inhibits production of nitric oxide (NO). It has a role as a metabolite and an EC 1.14.13.39 (nitric oxide synthase) inhibitor. It is a furanocoumarin, a ketone, a member of phenols and a sesquiterpenoid.